ethyl 1-(2,2-difluoroethyl)-1H-pyrazole-3-carboxylate FC(CN1N=C(C=C1)C(=O)OCC)F